F[B-](F)(F)F.C(C)N(CC)[S+](F)F diethylaminosulfur difluoride tetrafluoroborate